CCCCCCCC/C=C\CCCCCCCC(=O)O[C@H](COC(=O)CCCCCCC/C=C\C/C=C\C/C=C\CC)COP(=O)(O)OC[C@H](CO)O 1-(9Z,12Z,15Z-octadecatrienoyl)-2-(9Z-octadecenoyl)-glycero-3-phospho-(1'-sn-glycerol)